C1(CCC1)CC1=CC=CC(=N1)C1=CC(=C(C(=C1)F)N1CCC(CC1)CC(=O)O)F 2-[1-[4-[6-(cyclobutylmethyl)-2-pyridyl]-2,6-difluoro-phenyl]-4-piperidyl]acetic acid